((1r,4S)-4-methoxy-4-(trifluoromethyl)cyclohexyl)-4-azaspiro[2.5]octane-7-carboxamide COC1(CCC(CC1)C1CC12NCCC(C2)C(=O)N)C(F)(F)F